4-methoxy-2-nitro-1-((2,2,2-trifluoroethoxy)methyl)benzene COC1=CC(=C(C=C1)COCC(F)(F)F)[N+](=O)[O-]